N-((2S,4R)-2-(methoxymethyl)-2-methyl-chroman-4-yl)-6-(trifluoromethyl)-7H-pyrrolo[2,3-d]pyrimidin-4-amine COC[C@]1(OC2=CC=CC=C2[C@@H](C1)NC=1C2=C(N=CN1)NC(=C2)C(F)(F)F)C